2-(nicotinamido)-3-(4-(3-(5,6,7,8-tetrahydro-1,8-naphthyridin-2-yl)propoxy)phenyl)propanoic acid C(C1=CN=CC=C1)(=O)NC(C(=O)O)CC1=CC=C(C=C1)OCCCC1=NC=2NCCCC2C=C1